N1C(CNC2=CC=CC=C12)=O 3,4-dihydroquinoxalin-2(1H)-one